5-methyl-3-(4,4,5,5-tetramethyl-1,3,2-dioxaborolan-2-yl)-1H-indole CC=1C=C2C(=CNC2=CC1)B1OC(C(O1)(C)C)(C)C